(2-(isocyanatomethyl)benzyl)carbamoyl chloride N(=C=O)CC1=C(CNC(=O)Cl)C=CC=C1